FC1CC1C1=CC=C(C=C1)C1=NC=2C=CNC(C2C(=C1)NC1=NC=C(C=C1)N1CCC(CC1)O)=O 3-fluoro-[4-[4-[[5-(4-hydroxy-1-piperidyl)-2-pyridyl]amino]-5-oxo-6H-1,6-naphthyridin-2-yl]phenyl]cyclopropane